3-acetyl-N-(2-fluoro-3-(5-formylfuran-2-yl)phenyl)-7-methoxyindolizine-1-carboxamide C(C)(=O)C1=CC(=C2C=C(C=CN12)OC)C(=O)NC1=C(C(=CC=C1)C=1OC(=CC1)C=O)F